4-(Dimethylamino)-N-[6-[4-(2-pyridyl)piperazin-1-yl]pyridazin-3-yl]benzamid CN(C1=CC=C(C(=O)NC=2N=NC(=CC2)N2CCN(CC2)C2=NC=CC=C2)C=C1)C